N-hydroxysulfenamide tert-butyl-N-[(5S)-5-amino-6-[10-oxo-6-(2,2,2-trifluoroethoxy)-1,5,11-triazatricyclo[7.4.0.02,7]trideca-2(7),3,5,8-tetraen-11-yl]hexyl]-N-methyl-carbamate C(C)(C)(C)OC(N(C)CCCC[C@@H](CN1C(C2=CC=3C(=NC=CC3N2CC1)OCC(F)(F)F)=O)N)=O.ONS